COC1=CC(=CC(=C1)OC(F)(F)F)C methoxy-3-methyl-5-(trifluoromethoxy)benzene